tert-butyl 4-[1-[3-amino-6-(2-benzyloxyphenyl)pyridazin-4-yl]pyrazol-4-yl]-3,3-difluoro-2,6-dihydropyridine-1-carboxylate NC=1N=NC(=CC1N1N=CC(=C1)C=1C(CN(CC1)C(=O)OC(C)(C)C)(F)F)C1=C(C=CC=C1)OCC1=CC=CC=C1